ClC1=C(C2=C(SC3=C2N=CN=C3N3CC(C3)(F)F)N=C1C)C 8-chloro-4-(3,3-difluoroazetidin-1-yl)-7,9-dimethyl-pyrido[3',2':4,5]thieno[3,2-d]pyrimidine